2-((3-fluorocyclopentyl)amino)-4-(trifluoromethyl)benzoic acid FC1CC(CC1)NC1=C(C(=O)O)C=CC(=C1)C(F)(F)F